cesium-antimony potassium [K].[Sb].[Cs]